N-(7-chloro-quinolin-8-yl)-4-cyano-pyridine-2-sulfonamide ClC1=CC=C2C=CC=NC2=C1NS(=O)(=O)C1=NC=CC(=C1)C#N